[N+](=O)([O-])C1=CN=C(S1)C=1C(=C(C(=O)N)C=CC1)S(N)(=O)=O (5-nitrothiazol-2-yl)-2-sulfamoyl-benzamide